6'-fluoro-N-(isoxazol-5-ylmethyl)-4'-oxo-3',4'-dihydro-1'H-spiro[piperidine-4,2'-quinoline]-1-carboxamide FC=1C=C2C(CC3(NC2=CC1)CCN(CC3)C(=O)NCC3=CC=NO3)=O